4,6'-dimethyl-N-(pyridin-2-yl)-[3,4'-bipyridine]-2'-carboxamide CC1=C(C=NC=C1)C1=CC(=NC(=C1)C)C(=O)NC1=NC=CC=C1